(S)-N-[(6R)-1'-[5-[(5-chloro-4-oxo-3H-quinazolin-6-yl)sulfanyl]pyrazin-2-yl]spiro[4,6-dihydrocyclopenta[d]thiazole-5,4'-piperidin]-6-yl]-2-methyl-propane-2-sulfinamide ClC1=C2C(NC=NC2=CC=C1SC=1N=CC(=NC1)N1CCC2(CC1)[C@H](C1=C(N=CS1)C2)N[S@@](=O)C(C)(C)C)=O